[R]-(+)-trans-N-(4-pyridyl)-4-(1-aminoethyl)-cyclohexanecarboxamide dihydrochloride Cl.Cl.N1=CC=C(C=C1)NC(=O)[C@@H]1CC[C@H](CC1)[C@@H](C)N